NC1=NC(=C(C(=N1)C=1OC=CC1)C#N)NCC1=CC(=CC=C1)OC 2-amino-4-(2-furyl)-6-[(3-methoxyphenyl)methyl-amino]pyrimidine-5-carbonitrile